3-((4,4-bis(octyloxy)butanoyl)oxy)-2-((((4-nitrophenoxy)carbonyl)oxy)methyl)propyl (9Z,12Z)-octadeca-9,12-dienoate C(CCCCCCC\C=C/C\C=C/CCCCC)(=O)OCC(COC(CCC(OCCCCCCCC)OCCCCCCCC)=O)COC(=O)OC1=CC=C(C=C1)[N+](=O)[O-]